BrCCCN1C(C2=CC=CC=C2C1=O)=O 2-(3-Bromopropyl)-1,3-isoindolinedione